ClC1=NC(=CC(=C1)[C@@H]1CN([C@H](CO1)CO)C(=O)OC(C)(C)C)Cl trans-tert-butyl 2-(2,6-dichloropyridin-4-yl)-5-(hydroxy-methyl)morpholine-4-carboxylate